[Ba].[Si]=O silicon oxide Barium